1-(3'-(5-(4-(tert-butyl)piperazin-1-yl)-6-methoxypyridin-3-yl)-3-chloro-5'-fluoro-2'-hydroxy-[1,1'-biphenyl]-4-yl)-3-methyl-1,3-dihydro-2H-imidazol-2-one C(C)(C)(C)N1CCN(CC1)C=1C=C(C=NC1OC)C=1C(=C(C=C(C1)F)C1=CC(=C(C=C1)N1C(N(C=C1)C)=O)Cl)O